benzyl cis-N-[3-(methyl(7H-pyrrolo[2,3-d]pyrimidin-4-yl)amino)cyclobutyl]carbamate CN([C@H]1C[C@H](C1)NC(OCC1=CC=CC=C1)=O)C=1C2=C(N=CN1)NC=C2